arginine, calcium salt [Ca+2].N[C@@H](CCCNC(N)=N)C(=O)[O-].N[C@@H](CCCNC(N)=N)C(=O)[O-]